[Fe].CN1C(C2=CC=C(C=C2C1)NC1=CC2=C(C=N1)C=C(N2)C2=CC=NC=C2)=O 2-methyl-5-(2-(pyridin-4-yl)-1H-pyrrolo[3,2-c]pyridin-6-ylamino)isoindolin-1-one iron